COC1=C(C=CC=C1)C1=C(C=CC2=CC=C(C(=C12)C1=C(C=CC=C1)OC)NS(=O)(=O)C1=CC=C(C=C1)C)NS(=O)(=O)C1=CC=C(C=C1)C N,N'-(1,8-bis(2-methoxyphenyl)naphthalene-2,7-diyl)bis(4-methylbenzenesulfonamide)